ClC=1C=C(C#N)C=C(C1N1N=CC=2C=NC(=CC21)NC2=NC=NC(=C2)N2CC(C2)O)F 3-chloro-5-fluoro-4-(6-((6-(3-hydroxyazetidin-1-yl)pyrimidin-4-yl)amino)-1H-pyrazolo[4,3-c]pyridin-1-yl)benzonitrile